1-(3-(4-(2-fluoro-6-(trifluoromethyl)phenyl)piperidin-1-carbonyl)-1,4,5,7-tetrahydro-6H-pyrazolo[3,4-c]pyridin-6-yl)ethan-1-one FC1=C(C(=CC=C1)C(F)(F)F)C1CCN(CC1)C(=O)C1=NNC=2CN(CCC21)C(C)=O